BrC=1SC(=NN1)C1(CC1)C1=CC=CC=C1 2-bromo-5-(1-phenylcyclopropyl)-1,3,4-thiadiazole